6-(2-(3-(benzyloxy)phenyl)acetyl)-2-(1-phenylcyclopropyl)-3,5,6,7,8,9-hexahydro-4H-pyrimido[5,4-c]azepin-4-one C(C1=CC=CC=C1)OC=1C=C(C=CC1)CC(=O)N1CC2=C(CCC1)N=C(NC2=O)C2(CC2)C2=CC=CC=C2